5-fluoro-4-(3-oxo-5,6-dihydro-3H-[1,2,4]triazolo[3,4-c][1,4]-oxazin-2(8H)-yl)-2-{[(2S)-1,1,1-trifluoropropan-2-yl]oxy}benzamide FC=1C(=CC(=C(C(=O)N)C1)O[C@H](C(F)(F)F)C)N1N=C2COCCN2C1=O